1-((3R,4R)-3-(pyrimidin-2-yloxy)-4-((4-(trifluoromethyl)benzyl)oxy)pyrrolidin-1-yl)prop-2-en-1-one N1=C(N=CC=C1)O[C@@H]1CN(C[C@H]1OCC1=CC=C(C=C1)C(F)(F)F)C(C=C)=O